3-chloro-5-phenylbromobenzene ClC=1C=C(C=C(C1)C1=CC=CC=C1)Br